C(C)(=O)N1CCC2=C(C=CC=C12)NC1CCN(CC1)CC(=O)N1[C@@H](C[C@@H](C1)F)C#N (2S,4S)-1-[2-[4-[(1-acetylindolin-4-yl)amino]-1-piperidyl]acetyl]-4-fluoro-pyrrolidine-2-carbonitrile